2-[2-(1-ethyl-1H-pyrazol-4-yl)cyclopropyl]-7-methoxy[1,2,4]triazolo[1,5-c]quinazolin-5-amine C(C)N1N=CC(=C1)C1C(C1)C1=NN2C(=NC=3C(=CC=CC3C2=N1)OC)N